N1=C(C(=C(C2=CC=CC=C12)N)N)N quinolin-2,3,4-triamine